5-[3-{[(1R,4r)-4-(2-aminoethyl)cyclohexyl]amino}-4-(trifluoromethyl)phenyl]-1,3,4-oxadiazol-2(3H)-one NCCC1CCC(CC1)NC=1C=C(C=CC1C(F)(F)F)C1=NNC(O1)=O